(Z)-3-((5-amino-6-(pyrrolin-1-yl)pyridin-2-yl)methylene)-6-methyl-1-(4-(methylsulfonyl)phenyl)-2-oxoindoline-5-carbonitrile NC=1C=CC(=NC1N1C=CCC1)\C=C\1/C(N(C2=CC(=C(C=C12)C#N)C)C1=CC=C(C=C1)S(=O)(=O)C)=O